FC(CN1C=C(C(C(=C1C)C1=CC=C(C=C1)F)=O)C(=O)NC1=CC(=C(C=C1)OC1=CC=NC2=CC(=CN=C12)OC)F)F 1-(2,2-Difluoroethyl)-N-[3-fluoro-4-[(7-methoxy-1,5-naphthyridin-4-yl)oxy]phenyl]-5-(4-fluorophenyl)-6-methyl-4-oxopyridine-3-carboxamide